tert-butyl 9-[4-({1-[(benzyloxy)carbonyl]-2,3-dihydroindol-4-yl}methyl)-3,3-difluoropiperidin-1-yl]-3-azaspiro[5.5]undecane-3-carboxylate C(C1=CC=CC=C1)OC(=O)N1CCC2=C(C=CC=C12)CC1C(CN(CC1)C1CCC2(CCN(CC2)C(=O)OC(C)(C)C)CC1)(F)F